Cycloheptasiloxane O1[SiH2]O[SiH2]O[SiH2]O[SiH2]O[SiH2]O[SiH2]O[SiH2]1